OC1CCC(CC1)N(CCCCCCCCCC(=O)N(CCCCCCCCCC)CCCCCCCCCC)CCCCCCCCCC(=O)N(CCCCCCCCCC)CCCCCCCCCC 10,10'-(((1S,4S)-4-HYDROXYCYCLOHEXYL)AZANEDIYL)BIS(N,N-DIDECYLDECANAMIDE)